(4-((2,2-dimethyl-2,3-dihydro-1H-inden-5-yl)amino)benzyl)carbamic acid tert-butyl ester C(C)(C)(C)OC(NCC1=CC=C(C=C1)NC=1C=C2CC(CC2=CC1)(C)C)=O